O=C1NC(C2N(C1)S2)=O Epithiodiketopiperazine